FC1=C(C=C(C(=C1)OC(C)C)[N+](=O)[O-])C(C)=O 1-(2-fluoro-4-isopropoxy-5-nitrophenyl)ethan-1-one